10-((dimethylamino)methyl)-6-methoxy-2-methyl-7-(1-methyl-1H-pyrrol-4-yl)-9,10-dihydro-8-oxa-2,4,10a-triazanaphtho[2,1,8-cde]Azulene-1(2H)-one CN(C)CC1COC2=C3C4=C(N(C(N14)=O)C)C=NC3=CC(=C2C=2C=CN(C2)C)OC